3-(2-(4-(2-acetyl-5-chlorophenyl)-5-methoxy-2-oxopyridin-1(2H)-yl)-3-phenylpropionylamino)benzylcarbamic acid tert-butyl ester C(C)(C)(C)OC(NCC1=CC(=CC=C1)NC(C(CC1=CC=CC=C1)N1C(C=C(C(=C1)OC)C1=C(C=CC(=C1)Cl)C(C)=O)=O)=O)=O